2-methoxy-5-(4-(piperazin-1-yl)thieno[2,3-d]pyrimidin-6-yl)pyridine COC1=NC=C(C=C1)C1=CC2=C(N=CN=C2N2CCNCC2)S1